N-(6-chloropyridin-3-yl)-6-(((1S,2S)-2-fluorocyclopropyl)methoxy)isoquinolin-1-amine ClC1=CC=C(C=N1)NC1=NC=CC2=CC(=CC=C12)OC[C@H]1[C@H](C1)F